5-[7-({[4-(1,5-dimethyl-1H-pyrazol-3-yl)phenyl]methyl}(methyl)amino)-2,5-dimethylpyrazolo[1,5-a]pyrimidin-3-yl]-N,N,4-trimethylpyridin-2-amine CN1N=C(C=C1C)C1=CC=C(C=C1)CN(C1=CC(=NC=2N1N=C(C2C=2C(=CC(=NC2)N(C)C)C)C)C)C